L-N-(2,6-dimethylphenyl)-N-(2'-methoxyacetyl)alanine methyl ester COC([C@@H](N(C(COC)=O)C1=C(C=CC=C1C)C)C)=O